2-[(3-aminophenethyl)amino]acetic acid NC=1C=C(CCNCC(=O)O)C=CC1